FC(OC1=CC=C(C=N1)C(=O)N1C[C@@]2(CC1)C=C(C(C(C2)(C)C)=O)C#N)F (5S)-2-[6-(difluoromethoxy)pyridine-3-carbonyl]-9,9-dimethyl-8-oxo-2-azaspiro[4.5]dec-6-ene-7-carbonitrile